(4-methoxybenzyl)-N,4-dimethylpyrrolidin-3-amine hydrochloride Cl.COC1=CC=C(CN2CC(C(C2)C)NC)C=C1